4-{[3-methoxy-4-(1-methyl-1H-1,2,4-triazol-3-yl)pyridin-2-yl]amino}-N-(2H3)methyl-6-[2-(morpholin-4-yl)acetamido]pyridazine-3-carboxamide COC=1C(=NC=CC1C1=NN(C=N1)C)NC1=C(N=NC(=C1)NC(CN1CCOCC1)=O)C(=O)NC([2H])([2H])[2H]